3-(4-amino-7-(cyclopropanecarbonyl)-3-((1-ethyl-6-fluoro-1H-benzo[d]imidazol-5-yl)ethynyl)-1H-pyrazolo[4,3-c]pyridin-1-yl)pyrrolidin NC1=NC=C(C2=C1C(=NN2C2CNCC2)C#CC2=CC1=C(N(C=N1)CC)C=C2F)C(=O)C2CC2